[[4-[2-(3,4-dimethoxyphenyl) ethylamino]-4-oxobutan-2-ylidene] amino]carbamate COC=1C=C(C=CC1OC)CCNC(CC(C)=NNC([O-])=O)=O